(R)-7-amino-4-(3-(difluoromethyl)benzyl)-2-methyl-3-oxo-3,4-dihydro-2H-benzo[b][1,4]oxazine-6-carbonitrile NC=1C(=CC2=C(O[C@@H](C(N2CC2=CC(=CC=C2)C(F)F)=O)C)C1)C#N